5-ethynylindoline-2,3-dione C(#C)C=1C=C2C(C(NC2=CC1)=O)=O